N1C=C(C2=CC=CC=C12)C[C@H](CC)NC(=O)C=1NC2=CC=C(C=C2C1)Cl (S)-N-(1-(1H-indol-3-yl)butan-2-yl)-5-chloro-1H-indole-2-carboxamide